1-(4-fluoro-2-iso-propylphenyl)-3-(6-methoxy-2-methyl-pyridin-3-yl)-6-(tri-fluoromethyl)-2,3-dihydropyrido[3,4-d]pyrimidin-4(1H)-one FC1=CC(=C(C=C1)N1CN(C(C2=C1C=NC(=C2)C(F)(F)F)=O)C=2C(=NC(=CC2)OC)C)C(C)C